CC(CC(C(=O)N)NC(=O)C=1NC2=CC=CC(=C2C1)C)C 4-methyl-2-[(4-methyl-1H-indol-2-yl)formamido]pentanamide